6-[3-({5-[(1R,4R,7R)-7-amino-2-azabicyclo[2.2.1]heptane-2-carbonyl]-2-(5-chloro-1-methyl-1H-indol-2-yl)-7-methoxy-1H-1,3-benzodiazol-1-yl}methyl)azetidin-1-yl]pyrazine-2-carbonitrile N[C@H]1[C@@H]2N(C[C@H]1CC2)C(=O)C2=CC1=C(N(C(=N1)C=1N(C3=CC=C(C=C3C1)Cl)C)CC1CN(C1)C1=CN=CC(=N1)C#N)C(=C2)OC